NC(C)C=1SC=C(N1)C#N 2-(1-aminoethyl)-1,3-thiazole-4-carbonitrile